5-((5-chloro-4-(cyclopentylamino)pyrimidin-2-yl)amino)-3,3-dimethylbenzo[c][1,2]oxaborole-1(3H)-ol ClC=1C(=NC(=NC1)NC1=CC2=C(B(OC2(C)C)O)C=C1)NC1CCCC1